5-chloro-6-(1-(cyclopropylsulfonyl)-1H-indol-4-yl)-3,11,11-trimethyl-8,9,10,11-tetrahydrofuro[3,2-f][1,2,4]triazolo[4,3-a]quinoxaline ClC1=C(C2=C(C=3NC(C=4N(C13)C(=NN4)C)(C)C)CCO2)C2=C4C=CN(C4=CC=C2)S(=O)(=O)C2CC2